OC(C(=O)OCCC)CC 3-Propyl hydroxybutyrate